N[C@@H]1[C@@H](OCC12CCN(CC2)C=2N=CC(=NC2)SC=2C(=C1C(N(C=NC1=CC2)CC2=NC=NC=C2)=O)Cl)C 6-((5-((3S,4S)-4-amino-3-methyl-2-oxa-8-azaspiro[4.5]decan-8-yl)pyrazin-2-yl)thio)-5-chloro-3-(pyrimidin-4-ylmethyl)quinazolin-4(3H)-one